S1C=C(C=C1)C(=O)N1CCC(CC1)CN1[C@@H]([C@H]([C@@H]([C@H](C1)O)O)O)CO thiophen-3-yl(4-(((2R,3R,4R,5S)-3,4,5-trihydroxy-2-(hydroxymethyl)piperidin-1-yl)methyl)piperidin-1-yl)methanone